C(#N)C[C@@H](C1=CC=C(C=C1)S(=O)(=O)CC)NC(C1=CC=C(C=C1)C(C(F)(F)F)(C(F)(F)F)O)=O (S)-N-(2-cyano-1-(4-(ethylsulfonyl)phenyl)ethyl)-4-(1,1,1,3,3,3-hexafluoro-2-hydroxypropan-2-yl)benzamide